C(C#CC)N(C(COC1=CC(=C(C(=C1)Cl)CC1=CC(=C(C=C1)O)C(C)C)Cl)=O)C N-(but-2-yn-1-yl)-2-(3,5-dichloro-4-(4-hydroxy-3-isopropylbenzyl)phenoxy)-N-methylacetamide